C(C1=CC=CC=C1)OC1=C(C(=CC(=C1C)O)O)C(=O)N1CC=2C=NC=CC2C1 (2-(Benzyloxy)-4,6-dihydroxy-3-methylphenyl)(1,3-dihydro-2H-pyrrolo[3,4-c]pyridin-2-yl)methanone